O=C1CCOC1 4-Oxotetrahydrofuran